NC1=CC=CC(=N1)S(=O)(=O)NC(=O)C=1C(=NC(=CC1)C1=CC(=CC(=C1)OCC(C)C)F)N1CC2CCC1C2 N-[(6-Amino-2-pyridyl)sulfonyl]-2-(3-azabicyclo[2.2.1]heptan-3-yl)-6-(3-fluoro-5-isobutoxyphenyl)pyridin-3-carboxamid